2-((1,1-dimethylethyl)sulfonamido)-5-(trifluoromethyl)benzoic Acid CC(C)(C)S(=O)(=O)NC1=C(C(=O)O)C=C(C=C1)C(F)(F)F